tert-butyl (3R,5S)-4-[3-(3-bromo-2-methyl-phenoxy)propyl]-3,5-dimethyl-piperazine-1-carboxylate BrC=1C(=C(OCCCN2[C@@H](CN(C[C@@H]2C)C(=O)OC(C)(C)C)C)C=CC1)C